COC1=CC2=[NH+]C=CC(=C2C=C1C(=O)N)OC3=CC(=C(C=C3)NC(=O)NC4CC4)Cl The molecule is a quinolinium ion obtained by protonation of the quinoline nitrogen of lenvatinib. It is a conjugate acid of a lenvatinib.